NC1=NC(=C(C=2N1N=C(N2)NCC2=NC(=CC=C2)C)C2=C(C=NC=C2)C)C2=C(C#N)C=CC=C2 (5-amino-2-(((6-methylpyridin-2-yl)methyl)amino)-8-(3-methylpyridin-4-yl)-[1,2,4]triazolo[1,5-c]pyrimidin-7-yl)benzonitrile